(7R)-2-{2-[1-(cyclopropylmethyl)-6-{6-oxa-2-azaspiro[3.4]octan-2-yl}-1H-pyrrolo[2,3-b]pyridin-2-yl]-7-methoxy-1-methyl-1H-1,3-benzodiazole-5-carbonyl}-2-azabicyclo[2.2.1]heptan-7-amine C1(CC1)CN1C(=CC=2C1=NC(=CC2)N2CC1(C2)COCC1)C1=NC2=C(N1C)C(=CC(=C2)C(=O)N2C1CCC(C2)[C@H]1N)OC